N1=CC(=CC=C1)N1C(=NN=C1C=1SC=CN1)C1CC(C1)NC(=O)C1=NC=CC=C1 N-((1r,3r)-3-(4-(pyridin-3-yl)-5-(thiazol-2-yl)-4H-1,2,4-triazol-3-yl)cyclobutyl)pyridineamide